C(C)N(C1=CC=C(C=C2C(C(CC(C2)C)=CC2=CC=C(C=C2)N(CC)CC)=O)C=C1)CC 2,6-bis(4'-diethylaminobenzylidene)-4-methylcyclohexanone